(3R)-8-(6-tert-butylpyridin-3-yl)-6-imino-3-methyl-2H,3H,4H,6H-pyrimido[2,1-b][1,3]thiazine-7-carbonitrile C(C)(C)(C)C1=CC=C(C=N1)C=1N=C2SC[C@@H](CN2C(C1C#N)=N)C